bis(3,5-di-tert-butyl-4-hydroxyphenylpropionyl)trimethylenediamine C(C)(C)(C)C=1C=C(C=C(C1O)C(C)(C)C)CCC(=O)NCCCNC(CCC1=CC(=C(C(=C1)C(C)(C)C)O)C(C)(C)C)=O